1,1'-ferrocenedicarbonyl chloride [C-]1(C=CC=C1)C(=O)Cl.[C-]1(C=CC=C1)C(=O)Cl.[Fe+2]